((1r,4r)-4-(2-aminoprop-2-yl)cyclohexyl)carbamic acid tert-butyl ester C(C)(C)(C)OC(NC1CCC(CC1)C(C)(C)N)=O